The molecule is a branched trisaccharide consisting of D-abequose, D-galactose and D-mannose residues joined via alpha-linkages with mannose at the reducing end. It has a role as an epitope. C[C@@H]1[C@@H](C[C@H]([C@H](O1)O[C@H]2[C@@H]([C@H](O[C@@H]([C@H]2O[C@@H]3[C@@H]([C@H]([C@H]([C@H](O3)CO)O)O)O)O)CO)O)O)O